N1CCCC2CCC3C(=C12)C=CC=N3 octahydropyridoquinoline